1,1,3,3-tetramethylbutylperoxyethyl monocarbonate C(OCCOOC(CC(C)(C)C)(C)C)([O-])=O